1-(3-methyl-1,2,4-oxadiazol-5-yl)-4-{4-[2-(1-methyl-1H-pyrazol-4-yl)pyrrolidin-1-yl]piperidin-1-yl}azepan CC1=NOC(=N1)N1CCC(CCC1)N1CCC(CC1)N1C(CCC1)C=1C=NN(C1)C